(S)-1-((S)-5H-imidazo[5,1-a]isoindol-5-yl)-1-(1H-imidazol-2-yl)ethan-1-ol C=1N=CN2C1C1=CC=CC=C1[C@H]2[C@](C)(O)C=2NC=CN2